C(C=C)P(OC(C#C)(C)C)(OC)=O (1,1-dimethyl-2-propynyl) (methyl) 2-propenylphosphonate